(R)-4-((1-(3-bromo-2-fluorophenyl)prop-2-yn-1-yl)amino)-6-(1-(difluoromethyl)cyclopropyl)-2-methylpyrido[4,3-d]pyrimidin-7(6H)-one BrC=1C(=C(C=CC1)[C@@H](C#C)NC=1C=2C(N=C(N1)C)=CC(N(C2)C2(CC2)C(F)F)=O)F